5-(4-Fluorophenyl)-N-(6-morpholino-1H-imidazo[4,5-c]pyridin-2-yl)-1,3,4-oxadiazol-2-amine FC1=CC=C(C=C1)C1=NN=C(O1)NC=1NC2=C(C=NC(=C2)N2CCOCC2)N1